2-imidazo[1,5-a]pyridin-6-ylsulfanyl-N-methylbenzamide C=1N=CN2C1C=CC(=C2)SC2=C(C(=O)NC)C=CC=C2